7-bromo-4-methoxy-N-(1-(2-methyl-3-(trifluoromethyl)phenyl)ethyl)phthalazin-1-amine BrC1=CC=C2C(=NN=C(C2=C1)NC(C)C1=C(C(=CC=C1)C(F)(F)F)C)OC